[Phenyl(biphenylyl)triazinyl](biphenylyl)dibenzothiophene C1(=CC=CC=C1)C1=C(C(=NN=N1)C1=C(C2=C(SC3=C2C=CC=C3)C=C1)C1=C(C=CC=C1)C1=CC=CC=C1)C1=C(C=CC=C1)C1=CC=CC=C1